N1=CN=C(C2=C1NC=C2)C=2C(=NC=CC2)NC=2C=CC(=C(C2)NC(C2=CC(=CC=C2)C(C)(C)C#N)=O)F N-(5-(3-(7H-pyrrolo[2,3-d]pyrimidin-4-yl)pyridin-2-ylamino)-2-fluorophenyl)-3-(2-cyanopropan-2-yl)benzamid